FC1=C(COP(O)(O)=O)C(=C(C(=C1F)F)F)F 2,3,4,5,6-pentafluorobenzyl-phosphoric acid